C1(=CC=CC=C1)C(=CSC1=CC=CC=C1)C1=CC=CC=C1 (2,2-diphenylvinyl)(phenyl)sulfane